C(C1=CC=CC=C1)N1CC(CCC1)C1=NC=2N(C=C1)N=C(C2N)C (1-Benzylpiperidin-3-yl)-2-methylpyrazolo[1,5-a]pyrimidin-3-amine